2-[(4-fluorophenyl)methyl]-2-azaspiro[3.3]heptan-6-yl (2R,5S)-4-(6-fluoroquinoxalin-2-yl)-2,5-dimethylpiperazin-1-carboxylate FC=1C=C2N=CC(=NC2=CC1)N1C[C@H](N(C[C@@H]1C)C(=O)OC1CC2(CN(C2)CC2=CC=C(C=C2)F)C1)C